α-cumyl peroxyneoheptanoate C(CCC(C)(C)C)(=O)OOC(C)(C)C1=CC=CC=C1